O=C1NC2(C(N1C1=CC=CC(=N1)NC=1C=3N(N=C(C1)N[C@H]1[C@@H](CCCC1)O)C(=CN3)C#N)=O)CCCCC2 8-[(6-{2,4-Dioxo-1,3-diazaspiro[4.5]decan-3-yl}pyridin-2-yl)amino]-6-{[(1R,2R)-2-hydroxycyclohexyl]amino}imidazo[1,2-b]pyridazin-3-carbonitril